ICC(CC1=CC=C(C=C1)C(C)C)C(C)C 1-[2-(iodomethyl)-3-methylbutyl]-4-isopropylbenzene